N-(4-(4-methylpiperazin-1-yl)phenyl)-5-nitro-1H-pyrazolo[3,4-b]pyridine-3-carboxamide CN1CCN(CC1)C1=CC=C(C=C1)NC(=O)C1=NNC2=NC=C(C=C21)[N+](=O)[O-]